NC1=NC=CC=C1C1=NC=2C(=NC(=CC2)C=2C(NC=CC2)=O)N1C1=CC=C(CN2CCN(CC2)C(=O)OC(C)(C)C)C=C1 tert-Butyl 4-(4-(2-(2-aminopyridin-3-yl)-5-(2-oxo-1,2-dihydropyridin-3-yl)-3H-imidazo[4,5-b]pyridin-3-yl)benzyl)piperazine-1-carboxylate